tert-butyl 5-chloro-4-(4,4,5,5-tetramethyl-1,3,2-dioxaborolan-2-yl)pyrazole-1-carboxylate ClC1=C(C=NN1C(=O)OC(C)(C)C)B1OC(C(O1)(C)C)(C)C